C[C@H]1N(CCOC1)C1=CC=C(C=N1)C=O 6-[(3R)-3-methylmorpholin-4-yl]pyridine-3-carbaldehyde